CN1C(C2=C(C(=C1)C1=CC(N(C=C1C1=CC=CC=C1)C)=O)C=C(N2)C2=CC=C(C=C2)C2COC2)=O 6-methyl-4-(1-methyl-2-oxo-5-phenyl-1,2-dihydropyridin-4-yl)-2-(4-(oxetan-3-yl)phenyl)-1,6-dihydro-7H-pyrrolo[2,3-c]pyridin-7-one